2,6-diamino-(s)-9-[2-(phosphonomethoxy)propyl]purine NC1=NC(=C2N=CN(C2=N1)C[C@H](C)OCP(=O)(O)O)N